1,4-bis(4-maleimidophenoxy)-2,3,5-trimethylbenzene C1(C=CC(N1C1=CC=C(OC2=C(C(=C(C(=C2)C)OC2=CC=C(C=C2)N2C(C=CC2=O)=O)C)C)C=C1)=O)=O